(±)-trans-N-(8-amino-6-(1-methyl-1H-pyrrolo[2,3-c]pyridin-4-yl)isoquinolin-3-yl)-2-cyanocyclopropane-1-carboxamide NC=1C=C(C=C2C=C(N=CC12)NC(=O)[C@H]1[C@@H](C1)C#N)C1=C2C(=CN=C1)N(C=C2)C |r|